tert-butyl (((cis)-4-(((7-(cyclopentylamino)-5-fluoro-4-oxo-3,4-dihydroquinazolin-2-yl)methyl)thio)-1-fluorocyclohexyl)methyl)carbamate C1(CCCC1)NC1=CC(=C2C(NC(=NC2=C1)CSC1CCC(CC1)(F)CNC(OC(C)(C)C)=O)=O)F